4-bromo-5-chloro-2-fluoro-pyridine BrC1=CC(=NC=C1Cl)F